FN1C2(CC(C3=CC=CC=C13)=O)CCN(CC2)C(=O)NCC2=C(OC(=C2)C)C(F)(F)F fluoro-N-((5-methyl-2-(trifluoromethyl)furan-3-yl)methyl)-4'-oxo-3',4'-dihydro-1'h-spiro[piperidine-4,2'-quinoline]-1-carboxamide